OC1=C(OC2=CC(=CC(=C2C1=O)O)O)C1=CC(=C(C=C1)OC1COC1)O 3,5,7-Trihydroxyl-2-[3-hydroxy-4-(oxetan-3-yloxy)phenyl]chromen-4-one